4-(1-Benzyl-3-fluoro-1H-pyrazol-4-yl)-3-(p-chlorophenyl)-2-pyridylamine C(C1=CC=CC=C1)N1N=C(C(=C1)C1=C(C(=NC=C1)N)C1=CC=C(C=C1)Cl)F